O=C1NC(CCC1N1C(C2=CC=C(C=C2C1=O)C1(CCN(CC1)CC1=NC=CC=C1)O)=O)=O 2-(2,6-dioxopiperidin-3-yl)-5-(4-hydroxy-1-(pyridin-2-ylmethyl)piperidin-4-yl)isoindoline-1,3-dione